5-chloro-1'-(2-{1-[(cis)-3-hydroxy-3-methylcyclobutyl]-7-(trifluoromethyl)-1H-1,3-benzimidazol-5-yloxy}ethyl)-1H,2H-spiro[2λ6,1-benzisothiazole-3,4'-piperidine]-2,2-dione ClC=1C=CC2=C(C1)C1(CCN(CC1)CCOC1=CC3=C(N(C=N3)C3CC(C3)(C)O)C(=C1)C(F)(F)F)S(N2)(=O)=O